C(C)(C)(C)S(=O)\N=C(/CC[C@H]1CC(N(C1)C(=O)OC(C)(C)C)(C)C)\C1=NC=CC=C1 tert-Butyl (4S)-4-[(3E)-3-tert-butylsulfinylimino-3-(2-pyridyl)propyl]-2,2-dimethyl-pyrrolidine-1-carboxylate